FC(C1=CC=C(C=C1)CCCNC1=CC=C(C=C1)NC(CCCCCCCCC)=O)(F)F N-(4-((3-(4-(Trifluoromethyl)phenyl)propyl)amino)phenyl)decanamid